methyl 3'-amino-6''-(trifluoromethyl)-[3,2':6',3''-terpyridine]-4'-carboxylate NC=1C(=NC(=CC1C(=O)OC)C=1C=NC(=CC1)C(F)(F)F)C=1C=NC=CC1